[Si](OC=C)(OCCC#N)(OCCC#N)OCCC#N vinyl tris(2-cyanoethyl) silicate